1-(pyridin-2-yl)-5-(trifluoromethyl)-1H-pyrazole-4-carboxylic acid N1=C(C=CC=C1)N1N=CC(=C1C(F)(F)F)C(=O)O